BrC=1C=C2C(=C(N(C2=CC1)CC(F)(F)F)C=1C(=NC=CC1)[C@H](C)OC)CC(CO[Si](C1=CC=CC=C1)(C1=CC=CC=C1)C(C)(C)C)(C)C (S)-5-bromo-3-(3-((tert-butyldiphenylsilyl)oxy)-2,2-dimethylpropyl)-2-(2-(1-methoxyethyl)pyridin-3-yl)-1-(2,2,2-trifluoroethyl)-1H-indole